C1(=CC=CC=C1)C(C(C(=O)C1=CC=CC=C1)=O)=O 1,3-Diphenylpropanetrione